5-(4-tert-butyl-2-naphthyl)pyrido[3,4-b]pyrazine C(C)(C)(C)C1=CC(=CC2=CC=CC=C12)C1=NC=CC=2C1=NC=CN2